CN1[C@@H]2CN([C@H](C1)C2)C2=CN=CC(=N2)N 6-[(1S,4S)-5-methyl-2,5-diazabicyclo[2.2.1]heptan-2-yl]pyrazin-2-amine